COC1=CC=C(CN2C(CO[C@H](C2)[C@H](C)NCC2=CC=C(C=C2)OC)=O)C=C1 |o1:11| rel-(R*)-4-(4-methoxybenzyl)-6-((S)-1-((4-methoxybenzyl)amino)ethyl)morpholin-3-one